C(C)(C)(C)OC(=O)N1CC(C1)C(NC1=C(C=CC(=C1)C(F)(F)F)Br)=O 3-((2-Bromo-5-(trifluoromethyl)phenyl)carbamoyl)azetidine-1-carboxylic acid tert-butyl ester